O=C1N(CC=2C=C3C(=CC12)OCC1(N3)CNC1)[C@@H]1C(NC(CC1)=O)=O (S)-3-(8'-oxo-6',8'-dihydro-2'H-spiro[azetidine-3,3'-[1,4]oxazino[2,3-f]isoindol]-7'(4'H)-yl)piperidine-2,6-dione